C[O-].C(C(C)C)[Al+]CC(C)C Diisobutylaluminum Monomethoxide